tert-butyl (1-(4-formylphenyl)cyclobutyl)carbamate C(=O)C1=CC=C(C=C1)C1(CCC1)NC(OC(C)(C)C)=O